CN1C(C2=C(C(=C1)C(C)C1=CC=CC=C1)OC=C2)=O 5-methyl-7-(1-phenylethyl)furo[3,2-c]pyridin-4(5H)-one